FC(F)(F)C=1SC=CN1 (trifluoromethyl)-1,3-thiazole